FC1=CC(=C(C=C1)C(=O)N1[C@@H]2[C@@H](C[C@H](C1)C2)NC2=NC=C(N=C2)C(F)(F)F)N2N=CC=N2 (4-fluoro-2-(2H-1,2,3-triazol-2-yl)phenyl)((1S,4S,6R)-6-((5-(trifluoromethyl)pyrazin-2-yl)amino)-2-azabicyclo[2.2.1]heptan-2-yl)methanone